C(C(=O)[NH3+])(=O)[NH3+] oxalyldiammonium